[Fe].NO.NO dihydroxylamine iron